C1(CC1)CN1C(=CC2=CC=C(C=C12)C=C)C=O 1-(cyclopropylmethyl)-6-vinyl-1H-indole-2-carbaldehyde